(+)-coumarine O1C(=O)C=CC2=CC=CC=C12